1-(2-bromopyridin-4-yl)benzene-1,2-diamine BrC1=NC=CC(=C1)C1(C(C=CC=C1)N)N